CN(C)C1=NN=C(C=C1)Cl 4-Mercaptoacetophenone